3-(1'-benzyl-6-oxo-6,8-dihydro-2H,7H-spiro[furo[2,3-e]isoindole-3,4'-piperidine]-7-yl)piperidine-2,6-dione C(C1=CC=CC=C1)N1CCC2(CC1)COC1=C3CN(C(C3=CC=C12)=O)C1C(NC(CC1)=O)=O